5-methyl-1-oxido-quinolin-1-ium CC1=C2C=CC=[N+](C2=CC=C1)[O-]